C(CC(O)(C(=O)OC(C)(CCCCC)C)CC(=O)OC(C)(CCCCC)C)(=O)OC(C)(CCCCC)C tri(2-methyl-2-heptyl) citrate